ClC=1C(=CC(=C(C1)NC(=O)C=1C=NN(C1C(F)(F)F)C1=CN=CC2=C(C=CC=C12)F)C)N1N=CC=N1 N-(5-chloro-2-methyl-4-(2H-1,2,3-triazol-2-yl)phenyl)-1-(8-fluoroisoquinolin-4-yl)-5-(trifluoromethyl)-1H-pyrazole-4-carboxamide